ClC1=C(C(=CC=C1Cl)O)[C@H]1C[C@@H]2N(C(CN(C2)C(CC(C(F)F)O)=O)=O)C1 (7R,8aS)-7-(2,3-dichloro-6-hydroxyphenyl)-2-(4,4-difluoro-3-hydroxybutanoyl)-hexahydropyrrolo[1,2-a]pyrazin-4-one